BrCC1=C(C=CC2=C1COB2O)F 4-(bromomethyl)-5-fluoro-3H-2,1-benzoxaborol-1-ol